C(C)(C)(C)OC(=O)N(C1=NC=CC(=C1)C1=CC=CC(=N1)C(=O)OC)CC(F)(F)F methyl 6-[2-[tert-butoxycarbonyl(2,2,2-trifluoroethyl)amino]-4-pyridyl]pyridine-2-carboxylate